N[C@H](C(=O)O)CCN(CC1=C(C=CC=C1)OCC1=CC(=CC=C1)C(F)(F)F)CC1=C(C=CC=C1)OC1=CC(=CC=C1)F (S)-2-amino-4-((2-(3-fluorophenoxy)benzyl)(2-((3-(trifluoromethyl)benzyl)oxy)benzyl)amino)butanoic acid